C(C)S(=O)(=O)C1=C(N=C(N1C)C1=CC=C(C=C1)C1(CC1)C(F)(F)F)C1=NC2=C(N1C)C=C1C(=C2)OC(C(O1)(F)F)(F)F 2-[5-(Ethylsulfonyl)-1-methyl-2-{4-[1-(trifluoromethyl)cyclopropyl]phenyl}-1H-imidazol-4-yl]-6,6,7,7-tetrafluoro-1-methyl-6,7-dihydro-1H-[1,4]dioxino[2,3-f]benzimidazole